FCCCN1CC(C1)=CC1=CC=C(C=C1)C1=C(CCCC2=C1C=CC=C2)C2=C(C=C(C=C2F)F)F 9-(4-((1-(3-Fluoropropyl)azetidin-3-yliden)methyl)phenyl)-8-(2,4,6-trifluorophenyl)-6,7-dihydro-5H-benzo[7]annulen